CC(CC(C)(C)C)(C)OOC(C(=O)O)(CCCC)CC.C(C(=O)C)ON=[Si]=NOCC(=O)C diacetoneoximinosilane 1,1,3,3-tetramethylbutylperoxy-2-ethylhexanoate